dibutyltin benzyl-malate C(C1=CC=CC=C1)OC(C(O)CC(=O)[O-])=O.C(CCC)[Sn+2]CCCC.C(C1=CC=CC=C1)OC(C(O)CC(=O)[O-])=O